C(C)OC(=O)C1=CN(C2=CC=CC=C2C1=O)CC1=CC(=C(C=C1)Cl)Cl 1-(3,4-dichlorobenzyl)-4-oxo-1,4-dihydroquinoline-3-carboxylic acid ethyl ester